6-(hydroxymethyl)tetrahydro-2H-pyran-2,4-diol OCC1CC(CC(O1)O)O